FC1=C(C=C(C(=C1)C)C1=CC2=C(N=C(N=C2)NC)N2C1=NCC2)NS(=O)(=O)C2=CC(=CC=C2)C(F)(F)F N-(2-fluoro-4-methyl-5-(2-(methylamino)-8,9-dihydroimidazo[1',2':1,6]pyrido[2,3-d]pyrimidin-6-yl)phenyl)-3-(trifluoromethyl)benzenesulfonamide